N2-(5-ethyl-2-methoxy-4-(4-(4-methylpiperazin-1-yl)piperidin-1-yl)phenyl)-N4-(1-(methylsulfonyl)indolin-7-yl)-7H-pyrrolo[2,3-d]pyrimidine-2,4-diamine C(C)C=1C(=CC(=C(C1)NC=1N=C(C2=C(N1)NC=C2)NC=2C=CC=C1CCN(C21)S(=O)(=O)C)OC)N2CCC(CC2)N2CCN(CC2)C